2,6-bis((R)-1-(3,5-di-tert-butylphenyl-4-methoxyphenyl)ethyl)-4-methylaniline C(C)(C)(C)C=1C=C(C=C(C1)C(C)(C)C)C1=C(C=CC(=C1)OC)[C@@H](C)C1=C(N)C(=CC(=C1)C)[C@H](C)C1=C(C=C(C=C1)OC)C1=CC(=CC(=C1)C(C)(C)C)C(C)(C)C